4-[(2R)-3-(3,4-dihydro-1H-isoquinolin-2-yl)-2-hydroxy-propyl]-5-oxo-2,3-dihydro-1,4-benzoxazepine-8-carboxylic acid methyl ester COC(=O)C1=CC2=C(C(N(CCO2)C[C@@H](CN2CC3=CC=CC=C3CC2)O)=O)C=C1